CO[C@H]1CNCC1 |r| racemic-3-methoxypyrrolidine